Cl.ClC=1C=CC(=C(CNC2CCC(CC2)N)C1)OCCOC (1s,4s)-N1-(5-chloro-2-(2-methoxyethoxy)benzyl)cyclohexane-1,4-diamine hydrochloride